(S)-4-((3-(5-(4-amino-4,6-dihydro-1H-spiro[cyclopenta[d]imidazol-5,4'-piperidin]-1'-yl)-6-(hydroxymethyl)pyrazin-2-yl)prop-2-yn-1-yl)oxy)benzamide N[C@@H]1C2=C(NC=N2)CC12CCN(CC2)C=2N=CC(=NC2CO)C#CCOC2=CC=C(C(=O)N)C=C2